N-(4-amino-1-((2-(trimethylsilyl)ethoxy)methyl)-1H-pyrazolo[4,3-c]pyridin-7-yl)-2-(rac-(2S,5R)-2-(3,5-dichlorophenyl)-5-methylpiperidin-1-yl)-2-oxoacetamide NC1=NC=C(C2=C1C=NN2COCC[Si](C)(C)C)NC(C(=O)N2[C@@H](CC[C@H](C2)C)C2=CC(=CC(=C2)Cl)Cl)=O |r|